ClC=1C=C2C3=NN=C(N3CC3=C(N=CN3C2=CC1)C(=O)NC1=C(C=CC=C1)O)COC 15-chloro-N-(2-hydroxyphenyl)-9-(methoxymethyl)-2,4,8,10,11-pentaazatetracyclo[11.4.0.02,6.08,12]Heptadecane-1(17),3,5,9,11,13,15-heptaene-5-carboxamide